(E)-4-(3,7-dimethylocta-2,6-dien-1-yl)-6-methyl-5-pentylbenzene-1,3-diol C\C(=C/CC1=C(C=C(C(=C1CCCCC)C)O)O)\CCC=C(C)C